ruthenium-yttrium oxide [O-2].[Y+3].[Ru+3].[O-2].[O-2]